(4-Methyl-2-(pyridine-3-yl)pyridine-3-yl)methanol CC1=C(C(=NC=C1)C=1C=NC=CC1)CO